BrC(C(Cl)(Cl)Br)(Cl)Cl 1,2-Dibromo-1,1,2,2-tetrachloroethane